FC1=C(C=CC(=C1)F)C=1N2C(SC1)=NC(=C2)C(=O)N[C@@H]2C(N(C1=C(OC2)C=CC=N1)C)=O (S)-3-(2,4-difluorophenyl)-N-(5-methyl-4-oxo-2,3,4,5-tetrahydropyrido[3,2-b][1,4]Oxazepine-3-yl)imidazo[2,1-b]thiazole-6-carboxamide